Methyl 7-amino-2-isopropyl-4-methyl-3-oxo-3,4-dihydro-2H-benzo[b][1,4]oxazine-6-carboxylate NC=1C(=CC2=C(OC(C(N2C)=O)C(C)C)C1)C(=O)OC